N-[(1S,2R)-2-(4-cyclopropylphenyl)-1-methyl-2-[[6-[[(3S)-1-[(3R)-5-oxotetrahydrofuran-3-carbonyl]-3-piperidinyl]carbamoyl]-3-pyridinyl]oxy]ethyl]thiazole-4-carboxamide C1(CC1)C1=CC=C(C=C1)[C@H]([C@H](C)NC(=O)C=1N=CSC1)OC=1C=NC(=CC1)C(N[C@@H]1CN(CCC1)C(=O)[C@H]1COC(C1)=O)=O